BrC=1C=CC(=C(CNC(OC(C)(C)C)=O)C1)OCC1=CC(=CC=C1)F tert-Butyl (5-bromo-2-((3-fluorobenzyl)oxy)benzyl)carbamate